((4-chloro-2-fluorobenzyl)oxy)-3-cyano-5,8-dihydro-1,7-naphthyridine-7(6H)-carboxylic acid tert-butyl ester C(C)(C)(C)OC(=O)N1CCC=2C=C(C(=NC2C1)OCC1=C(C=C(C=C1)Cl)F)C#N